ClC1=CC=NC=2C(CCCC12)C(F)F 4-chloro-8-(difluoromethyl)-5,6,7,8-tetrahydroquinoline